3-(5-bromo-2-(isobutyryloxy)-3-(4-methylbenzoyl-oxy)benzylideneamino)benzoic acid BrC=1C=C(C(=C(C=NC=2C=C(C(=O)O)C=CC2)C1)OC(C(C)C)=O)OC(C1=CC=C(C=C1)C)=O